CC(CCCCCCCCCCCCCCC)(C(CCBr)[Si](OCC)(OCC)OCC)C dimethylhexadecyl-[3-(triethoxysilyl)propyl] bromide